2,4,4-tetramethyl-1,3-Cyclobutanediol CC1(C(C(C1O)(C)C)O)C